1-(3-(7-(dimethylphosphoryl)-3-(4-(trifluoromethyl)cyclohex-1-en-1-yl)-1H-pyrazolo[4,3-b]pyridin-1-yl)azetidin-1-yl)-2-fluoroprop-2-en-1-one CP(=O)(C)C1=C2C(=NC=C1)C(=NN2C2CN(C2)C(C(=C)F)=O)C2=CCC(CC2)C(F)(F)F